FC1(CCC(CC1)[C@@]12OC[C@H](N1C(CC2)=O)C2=CC=CC=C2)F (3R,7aR)-7a-(4,4-difluorocyclohexyl)-3-phenyltetrahydropyrrolo[2,1-b]oxazol-5(6H)-one